C(C)NC1=CC(=CC=C1CN1CCN(CC1)CC)N N-ethyl-6-((4-ethylpiperazin-1-yl)methyl)benzene-1,3-diamine